N-(2-((2-((5-amino-2-methoxy-4-morpholinophenyl)amino)-5-chloropyrimidin-4-yl)amino)phenyl)methanesulfonamide NC=1C(=CC(=C(C1)NC1=NC=C(C(=N1)NC1=C(C=CC=C1)NS(=O)(=O)C)Cl)OC)N1CCOCC1